Methyl 2-(3-methylpiperazin-1-yl)propanoate Hydrochloride Cl.CC1CN(CCN1)C(C(=O)OC)C